(S)-7-((5-methyl-6-(piperazin-1-yl)pyridin-3-yl)methyl)-N2-(pent-2-yl)imidazo[2,1-f][1,2,4]triazine-2,4-diamine CC=1C=C(C=NC1N1CCNCC1)CC1=CN=C2C(=NC(=NN21)N[C@@H](C)CCC)N